tert-butyl (N-(4-(((7H-pyrrolo[2,3-d]pyrimidin-4-yl)amino)methyl)phenyl)sulfamoyl)carbamate N1=CN=C(C2=C1NC=C2)NCC2=CC=C(C=C2)NS(=O)(=O)NC(OC(C)(C)C)=O